COC=1C=C2C=C(C=NC2=CC1OC)OC1=CC=C(C=C1)N1C(N(CC1=O)C=1C=NC=C(C1)C(F)(F)F)=O 3-{4-[(6,7-dimethoxy-3-quinolinyl)oxy]phenyl}-1-[5-(trifluoromethyl)-3-pyridinyl]-2,4-imidazolidinedione